NCC(=O)NC1=CC(=CC=C1)C1=C2C(=NC=3C=C4C(=CC13)OCO4)C4=CC1=C(C(N4C2)=O)COC([C@]1(O)CC)=O (S)-2-amino-N-(3-(7-ethyl-7-hydroxy-8,11-dioxo-7,8,11,13-tetrahydro-10H-[1,3]-dioxolano[4,5-g]pyrano[3',4':6,7]indolizino[1,2-B]quinolin-14-yl)phenyl)acetamide